2-methyl-N-[1,1,1,2,2-pentafluoro-4,4-dimethylpent-3-yl]propane-2-sulfinamide CC(C)(C)S(=O)NC(C(C(F)(F)F)(F)F)C(C)(C)C